2-(2'-hydroxy-5'-tert-octylphenyl)triazole OC1=C(C=C(C=C1)C(C)(C)CC(C)(C)C)N1N=CC=N1